ClC1=CC(=CC(=N1)N1C(C2=CC(=CC=C2C1)[C@@H](CC1=NN=CN1C)C)=O)CNCC1CCC1 (R)-2-(6-Chloro-4-(((cyclobutylmethyl)amino)methyl)pyridin-2-yl)-6-(1-(4-methyl-4H-1,2,4-triazol-3-yl)propan-2-yl)isoindolin-1-one